ClCCC[Si](C)(OCC)OCC (3-chloropropyl)diethoxy(methyl)silane